2-(4-cyano-2,6-diisopropylphenyl)acetic acid C(#N)C1=CC(=C(C(=C1)C(C)C)CC(=O)O)C(C)C